(S)-4-(tert-butyl)-2-ethyl-4,5-dihydrooxazole C(C)(C)(C)[C@@H]1N=C(OC1)CC